C(C)(C)(C)OC(=O)N1CC(CCC1)O 3-Hydroxypiperidine-1-carboxylic acid tert-butyl ester